N-[3-Chloro-4-[4-[2-(3-hydroxypyrrolidin-1-yl)acetyl]piperazine-1-carbonyl]phenyl]-1-methyl-5-[1-(5-nitro-2-pyridyl)-3-(trifluoromethyl)pyrazol-4-yl]imidazole-2-carboxamide ClC=1C=C(C=CC1C(=O)N1CCN(CC1)C(CN1CC(CC1)O)=O)NC(=O)C=1N(C(=CN1)C=1C(=NN(C1)C1=NC=C(C=C1)[N+](=O)[O-])C(F)(F)F)C